N1C=CC2=CC=C(C=C12)NC1=NC=CC=2CCCCC12 N-(1H-indol-6-yl)-5,6,7,8-tetrahydroisoquinolin-1-amine